N-(4-(6-chloroquinoxalin-2-yl)phenyl)pyrazine-2-carboxamide ClC=1C=C2N=CC(=NC2=CC1)C1=CC=C(C=C1)NC(=O)C1=NC=CN=C1